ClC1=C(C=CC(=C1)F)C12CN(CC2C1)C1=NN=C(N1C=1C=NC(=CC1)OC)COC (2-chloro-4-fluorophenyl)-3-(5-(methoxymethyl)-4-(6-methoxypyridin-3-yl)-4H-1,2,4-triazol-3-yl)-3-azabicyclo[3.1.0]hexane